tert-butyl 2-(2-(2-(4-(((5r,8r)-4-(benzyloxy)-3-mesityl-2-oxo-1-oxaspiro[4.5]dec-3-en-8-yl)oxy)-piperidin-1-yl)ethoxy)ethoxy)acetate C(C1=CC=CC=C1)OC1=C(C(OC12CCC(CC2)OC2CCN(CC2)CCOCCOCC(=O)OC(C)(C)C)=O)C2=C(C=C(C=C2C)C)C